C(C)(C)(C)N1C[C@@]2(CC1)C=1N(CCC2)N=C(C1)O |r| (rac)-tert-butyl-2-hydroxy-6,7-dihydro-5H-spiro[pyrazolo[1,5-a]pyridine-4,3'-pyrrolidine]